2,4-dimethyl-pentan-2-ol CC(C)(CC(C)C)O